2-FLUORO-5-(PHENYLCARBAMOYL)BENZENEBORONIC ACID FC1=C(C=C(C=C1)C(NC1=CC=CC=C1)=O)B(O)O